naphthalimidoN ethyl-trans-1-benzhydryl-3-(oxetan-3-yl)aziridine-2-carboxylate C(C)OC(=O)[C@@H]1N([C@H]1C1COC1)C(C1=CC=CC=C1)C1=CC=CC=C1.C1(CC=CC2=CC=CC=C12)=N